4-(2-((S)-2-(2-isopropylphenyl)-4-(4-methoxybenzyl)piperazin-1-yl)-7-azaspiro[3.5]nonan-7-yl)benzamide C(C)(C)C1=C(C=CC=C1)[C@@H]1N(CCN(C1)CC1=CC=C(C=C1)OC)C1CC2(C1)CCN(CC2)C2=CC=C(C(=O)N)C=C2